C(C=C)(=O)N1C(C(CCC1)CNC1=C2C(=NC=C1)NC=C2)CO 4-(((1-Acryloyl-2-(hydroxymethyl)piperidin-3-yl)methyl)amino)-1H-pyrrolo[2,3-b]pyridine